C(C)(C)[C@@H]1N(CCN(C1)C)CC1=CC(=C2CN(C(C2=C1)=O)C1=CC(=CC=C1)C1(COC1)CN1N=C(C=C1)C)C(F)(F)F (S)-6-((2-isopropyl-4-methylpiperazin-1-yl)methyl)-2-(3-(3-((3-methyl-1H-pyrazol-1-yl)methyl)oxetan-3-yl)phenyl)-4-(trifluoromethyl)isoindolin-1-one